BrC=1C=NC(=NC1)\C(\C)=N/S(=O)C(C)(C)C.[Br].[Na] Sodium bromine (Z)-N-(1-(5-bromopyrimidin-2-yl)ethylidene)-2-methylpropane-2-sulfinamide